O=C1NC(CCC1N1C(C2=CC=CC(=C2C1)NC1CCC(CC1)NC(OC(C)(C)C)=O)=O)=O tert-butyl ((1R,4S)-4-((2-(2,6-dioxopiperidin-3-yl)-1-oxoisoindolin-4-yl)amino)cyclohexyl)carbamate